2,5-dioxopyrrolidin-1-yl Picolinate N1=C(C=CC=C1)C(=O)ON1C(CCC1=O)=O